C(C)C=1C=C2C(=C(C(=NC2=CC1)C(F)(F)F)C#CC1=CC=CC=C1)C1=CC=CC=C1 6-Ethyl-4-phenyl-3-(phenylethynyl)-2-(trifluoromethyl)quinoline